3-bromomethyl-2,4-dichloro-1,5-dimethoxybenzene BrCC=1C(=C(C=C(C1Cl)OC)OC)Cl